(((9H-fluoren-9-yl)methoxy)carbonyl)glycylglycyl-L-phenylalanylglycine 2,5-dioxopyrrolidin-1-yl ester O=C1N(C(CC1)=O)OC(CNC([C@@H](NC(CNC(CNC(=O)OCC1C2=CC=CC=C2C=2C=CC=CC12)=O)=O)CC1=CC=CC=C1)=O)=O